1H-isoindole-1,3(2H)-dione-hydrochloride Cl.C1(NC(C2=CC=CC=C12)=O)=O